dilithioferrocene [Li+].[Li+].[CH-]1C=CC=C1.[CH-]1C=CC=C1.[Fe]